[Mg+2].N[C@@H](CC(=O)[O-])C(=O)[O-] aspartic acid, magnesium salt